C(CCCCC)C(C(=O)OCCCCCC(CCCCCOC(CN(C)C(C(CCCCCCCC)CCCCCC)=O)=O)NCCCO[Si](C1=CC=CC=C1)(C1=CC=CC=C1)C(C)(C)C)CCCCCCCC 6-((3-((tert-Butyldiphenylsilyl)oxy)propyl)amino)-11-((N-(2-hexyldecanoyl)-N-methyl-glycyl)oxy)undecyl 2-hexyldecanoate